COC(C1=CC(=C(C=C1)[N+](=O)[O-])NC(C)C)=O 3-(isopropylamino)-4-nitrobenzoic acid methyl ester